NC1=NN2C(C=C(C=C2)C=2C=C3C(=CN(C3=CC2)C)C(=O)N[C@H]2CCC3=CC(=CC=C23)C#N)=N1 (S)-5-(2-amino-[1,2,4]triazolo[1,5-a]pyridin-7-yl)-N-(5-cyano-2,3-dihydro-1H-inden-1-yl)-1-methyl-1H-indole-3-carboxamide